COC1=CC=C(C=C1)C1=NOC(=N1)N1CCC(CC1)OC1=CC=CC=C1 3-(4-Methoxyphenyl)-5-(4-phenoxypiperidin-1-yl)-1,2,4-oxadiazole